9-methyl-8-oxo-2,3,7,15-tetraazatricyclo[12.3.1.02,6]Octadeca-1(18),3,5,14,16-pentaene-4-carboxylic acid trifluoroacetate FC(C(=O)O)(F)F.CC1C(NC2=CC(=NN2C=2C=CN=C(CCCC1)C2)C(=O)O)=O